CC(O)(OC1=CC=CC=C1)Cl chlorophenoxyethanol